C(C)(=O)OC1C(C(OC=C1C)C)=O 2,5-dimethyl-3-oxopyran-4-yl ethanoate